N=1C=NN2C1C=C(C=C2)OC2=C(C=C(C=C2)NC2=NC=NN1C2=C(C=C1)C1CN(C1)C(\C=C\CN1CCC(CC1)F)=O)C (E)-1-(3-(4-((4-([1,2,4]triazolo[1,5-a]pyridin-7-yloxy)-3-methylphenyl)amino)pyrrolo[2,1-f][1,2,4]triazin-5-yl)azetidin-1-yl)-4-(4-fluoropiperidin-1-yl)but-2-en-1-one